ClC1=NC=C(C(=N1)NC1=NC2=CC=CC=C2C=C1C#N)C(F)(F)F 2-((2-chloro-5-(trifluoromethyl)pyrimidin-4-yl)amino)quinoline-3-carbonitrile